FC(OC1CC(C1)NC(OC(C)(C)C)=O)(F)F tert-butyl (3-(trifluoromethoxy)cyclobutyl)carbamate